(S)-N-(1-((tert-butyldiphenylsilyl)oxy)propan-2-yl)-8-(1-cyclopropyl-1H-pyrazol-4-yl)-6-(4-chlorophenyl)-[1,2,4]triazolo[1,5-a]pyrazin-2-amine [Si](C1=CC=CC=C1)(C1=CC=CC=C1)(C(C)(C)C)OC[C@H](C)NC1=NN2C(C(=NC(=C2)C2=CC=C(C=C2)Cl)C=2C=NN(C2)C2CC2)=N1